8-(Diethylamino)-N-(3-(2,6-dioxopiperidin-3-yl)-1-methyl-1H-indazol-7-yl)octanamide C(C)N(CCCCCCCC(=O)NC=1C=CC=C2C(=NN(C12)C)C1C(NC(CC1)=O)=O)CC